Cis-4-Boc-aminocyclohexanol C(=O)(OC(C)(C)C)C1CCC(CC1)(O)N